Cl.C(C1=CC=CC=C1)N1[C@@H]2CO[C@H](C1)[C@H]2O (1R,4R,7S)-5-benzyl-2-oxa-5-azabicyclo[2.2.1]heptan-7-ol HCl